C(#N)C(C)(C)NC1=CC(=C(OCCN2CCN(CC2)C(=O)OC(C)(C)C)C=C1)C(C)(F)F tert-Butyl 4-(2-(4-((2-cyanopropan-2-yl)amino)-2-(1,1-difluoroethyl)phenoxy)ethyl)piperazine-1-carboxylate